N-(5-cyano-6-(2H-1,2,3-triazol-2-yl)pyridin-3-yl)-2-fluoro-8,8-dimethyl-7,8-dihydro-6H-cyclopenta[e]pyrazolo[1,5-a]pyrimidine-6-carboxamide C(#N)C=1C=C(C=NC1N1N=CC=N1)NC(=O)C1CC(C2=C1C=NC=1N2N=C(C1)F)(C)C